9-([1,1':3',1''-terphenyl]-4'-yl)-4-(4-Chlorophenyl)-9H-carbazole C1(=CC=CC=C1)C1=CC(=C(C=C1)N1C2=CC=CC=C2C=2C(=CC=CC12)C1=CC=C(C=C1)Cl)C1=CC=CC=C1